2-methyl-4-((oxazol-4-ylmethoxy)methyl)benzoic acid CC1=C(C(=O)O)C=CC(=C1)COCC=1N=COC1